1-[1-[1-[(4-iodophenyl)carbamoyl]-4-piperidinyl]-2-oxo-3H-benzimidazol-4-yl]pyrazole-4-carboxylic acid ethyl ester C(C)OC(=O)C=1C=NN(C1)C1=CC=CC=2N(C(NC21)=O)C2CCN(CC2)C(NC2=CC=C(C=C2)I)=O